N-(3-chlorobenzyl)-2-(6-methylpyridin-3-yl)benzo[d]thiazole-6-carboxamide ClC=1C=C(CNC(=O)C2=CC3=C(N=C(S3)C=3C=NC(=CC3)C)C=C2)C=CC1